N-[2-(6-chloro-2-pyridyl)-2-(1,3,5-trimethylpyrazol-4-yl)propyl]-3-(3,5-difluoro-2-pyridyl)isoxazole-5-carboxamide ClC1=CC=CC(=N1)C(CNC(=O)C1=CC(=NO1)C1=NC=C(C=C1F)F)(C)C=1C(=NN(C1C)C)C